COC(=O)C=1C=CC2=C([C@@H]([C@@](O2)(C)COC)O)C1 (2R,3S)-3-hydroxy-2-(methoxymethyl)-2-methyl-2,3-dihydrobenzofuran-5-carboxylic acid methyl ester